7-((S)-1-((2S,4r)-2-(aminomethyl)-6-oxo-5-oxa-7-azaspiro[3.4]oct-7-yl)ethyl)-3-(3-fluoro-4-(oxetan-3-sulfinylamino)phenyl)-1H-indole-2-carboxylic acid NCC1CC2(C1)OC(N(C2)[C@@H](C)C=2C=CC=C1C(=C(NC21)C(=O)O)C2=CC(=C(C=C2)NS(=O)C2COC2)F)=O